CN(CCCNC1=C(C(=C(C=C1)F)F)F)C N1,N1-dimethyl-N3-(2,3,4-trifluorophenyl)propane-1,3-diamine